1-{2-[(1-{[2-(benzyloxy)naphthalen-1-yl]methyl}naphthalen-2-yl)methoxy]ethyl}pyrrolidine C(C1=CC=CC=C1)OC1=C(C2=CC=CC=C2C=C1)CC1=C(C=CC2=CC=CC=C12)COCCN1CCCC1